C(#N)C1=CC=C(S1)C1=CC=C(O[C@H]2[C@H](COC2)NS(=O)(=O)C(C)C)C=C1 N-[(3S,4S)-4-[4-(5-cyanothiophen-2-yl)phenoxy]oxolan-3-yl]propane-2-sulfonamide